C1(CC1)C1=C(C=CC(=C1)F)N1CN(C(C2=CC=C(C=C12)C(F)(F)F)=O)C=1C(=NC(=CC1)OC)C 1-(2-cyclopropyl-4-fluorophenyl)-3-(6-methoxy-2-methylpyridin-3-yl)-7-(trifluoromethyl)-2,3-dihydroquinazolin-4(1H)-one